(R)-2-(tert-butyl)-4-methylene-5-oxooxazolidine-3-carboxylic acid benzyl ester C(C1=CC=CC=C1)OC(=O)N1[C@H](OC(C1=C)=O)C(C)(C)C